bis(trifluoromethyl)-[1,1':4',1''-terphenyl] FC(F)(F)C1=CC=C(C=C1)C1=CC=C(C=C1)C1=CC=C(C=C1)C(F)(F)F